C(#N)C1(CC1)N1C(=CC2=CC(=CC=C12)[C@@H]1CC(OCC1)(C)C)C(=O)N(C1=CC=CC=C1)C (S)-1-(1-cyanocyclopropyl)-5-(2,2-dimethyltetrahydro-2H-pyran-4-yl)-N-methyl-N-phenyl-1H-indole-2-carboxamide